ClC1=C(C=C(C=C1)[C@@H]1O[C@@H]([C@H]([C@@H]([C@H]1O)O)O)CO)CC=1C=CC2=C(CCO2)C1 (2S,3R,4R,5S,6R)-2-[4-Chloro-3-(2,3-dihydro-benzofuran-5-ylmethyl)-phenyl]-6-hydroxymethyl-tetrahydro-pyran-3,4,5-triol